Methyl-d3 5-bromo-2-(methoxy-d3)-6-methylnicotinate BrC=1C(=NC(=C(C(=O)OC([2H])([2H])[2H])C1)OC([2H])([2H])[2H])C